ClC1=NC(=CC(=C1F)C=1CCN(CC1)CC1CC1)Cl 2',6'-dichloro-1-(cyclopropylmethyl)-3'-fluoro-1,2,3,6-tetrahydro-4,4'-bipyridine